(S)-3,4-dichloro-2-(3-(2-methylpyridin-4-yl)-6,7-dihydro-5H-pyrrolo[2,1-c][1,2,4]triazol-6-yl)phenol ClC=1C(=C(C=CC1Cl)O)[C@@H]1CC2=NN=C(N2C1)C1=CC(=NC=C1)C